N1=CC(=CC=C1)C=CC(=O)OCC ethyl 3-pyridineacrylate